(6S)-N-[4-[[(2S,5R)-5-[(R)-hydroxy(phenyl)methyl]pyrrolidin-2-yl]methyl]phenyl]-4-oxo-7,8-dihydro-6H-pyrrolo[1,2-a]pyrimidine-6-carboxamide O[C@@H]([C@H]1CC[C@H](N1)CC1=CC=C(C=C1)NC(=O)[C@@H]1CCC=2N1C(C=CN2)=O)C2=CC=CC=C2